8'-chloro-1'-[(3S)-1-(pyridin-2-ylmethyl)pyrrolidin-3-yl]-4'H,6'H-spiro[1,3-dioxolane-2,5'-[1,2,4]triazolo[4,3-a][1]benzazepine] ClC=1C=CC2=C(CC3(CC=4N2C(=NN4)[C@@H]4CN(CC4)CC4=NC=CC=C4)OCCO3)C1